magnesium tert-butoxide CC(C)(C)[O-].[Mg+2].CC(C)(C)[O-]